NC=1C=2N(C=CN1)C(=NC2C2=CC=C(C1=CC=CC=C21)NC(=O)NC2=CC(=CC=C2)C(F)(F)F)C(C)C 1-(4-(8-amino-3-isopropylimidazo[1,5-a]pyrazin-1-yl)naphthalen-1-yl)-3-(3-(trifluoro-methyl)phenyl)urea